COC1=CC=C(C=C1)C1C2=C(C(OC1)CNC)SC=C2 1-(4-(4-methoxyphenyl)-4,7-dihydro-5H-thieno[2,3-c]pyran-7-yl)-N-methyl-methylamine